4-(2,6-bis(benzyloxy)pyridin-3-yl)-5-chloro-2-methoxyaniline C(C1=CC=CC=C1)OC1=NC(=CC=C1C1=CC(=C(N)C=C1Cl)OC)OCC1=CC=CC=C1